3-amino-5-chloro-6-(5-methylfuran-2-yl)pyrazine-2-carbonitrile NC=1C(=NC(=C(N1)Cl)C=1OC(=CC1)C)C#N